3-[(2,6-dioxo-3-piperidyl)oxy]-5-methyl-benzenesulfonyl chloride O=C1NC(CCC1OC=1C=C(C=C(C1)C)S(=O)(=O)Cl)=O